NC1=C(C=2C(C3=CC=C(C=C3C(C2C=C1)=O)N)=O)C#N 2,6-diamino-9,10-dioxo-9,10-dihydroanthracene-1-carbonitrile